The molecule is a mannosylinositol phosphorylceramide compound having a hexaacosanoyl group amide-linked to a C18 phytosphingosine base, with no hydroxylation of the C26 very long chain fatty acid. It has a role as a Saccharomyces cerevisiae metabolite. It derives from an Ins-1-P-Cer(t18:0/26:0). It is a conjugate acid of a Man-1-2-Ins-1-P-Cer(t18:0/26:0)(1-). CCCCCCCCCCCCCCCCCCCCCCCCCC(=O)N[C@@H](COP(=O)(O)O[C@@H]1[C@@H]([C@@H]([C@H]([C@@H]([C@H]1OC2[C@H]([C@H]([C@@H]([C@H](O2)CO)O)O)O)O)O)O)O)[C@@H](C(CCCCCCCCCCCCCC)O)O